3-(2-Chloro-6-fluorophenyl)-5-(1-(3-chlorophenyl)-5-(trifluoromethyl)-1H-pyrazol-4-yl)-4-((trifluoromethoxy)methyl-d2)isoxazole ClC1=C(C(=CC=C1)F)C1=NOC(=C1C([2H])([2H])OC(F)(F)F)C=1C=NN(C1C(F)(F)F)C1=CC(=CC=C1)Cl